C(C)(C)(C)OC(COCCOC1=CC2=C(N(C=N2)C2=CC=C(C=C2)N)C=C1)=O {2-[1-(4-Amino-phenyl)-1H-benzimidazol-5-yloxy]-ethoxy}-acetic acid tert-butyl ester